2-(3-(5-amino-6-(4-tert-butyl-3-oxopiperazin-1-yl)pyrazin-2-yl)-4-methylphenyl)-3,3,3-trifluoro-2-hydroxypropanamide trifluoroacetate FC(C(=O)O)(F)F.NC=1N=CC(=NC1N1CC(N(CC1)C(C)(C)C)=O)C=1C=C(C=CC1C)C(C(=O)N)(C(F)(F)F)O